(4-bromo-3-fluoro-phenyl)-1-methyl-3,6-dioxo-2H-pyridine BrC1=C(C=C(C=C1)C1N(C(C=CC1=O)=O)C)F